C1(CCCC1)C1=C2C(=NC=C1O)N(N=C2C)C2OCCCC2 4-cyclopentyl-3-methyl-1-(oxan-2-yl)pyrazolo[3,4-b]pyridin-5-ol